(2S,4R)-2-formylamino-4-((4-(methoxycarbonyl)phenyl)sulfonylamino)pyrrolidine-1-carboxylic acid tert-butyl ester C(C)(C)(C)OC(=O)N1[C@@H](C[C@H](C1)NS(=O)(=O)C1=CC=C(C=C1)C(=O)OC)NC=O